(M)-3-Amino-4-(3-hydroxy-2,6-dimethylphenyl)quinoline-2-carboxamide NC=1C(=NC2=CC=CC=C2C1C1=C(C(=CC=C1C)O)C)C(=O)N